2-((6-methyl-1H-indol-2-yl)methyl)-5-phenyl-2,7-naphthyridin-1(2H)-one CC1=CC=C2C=C(NC2=C1)CN1C(C2=CN=CC(=C2C=C1)C1=CC=CC=C1)=O